C(C(CC)N=C=O)N=C=O 1,2-butylene diisocyanate